C(C)(C)(C)OC(N[C@@H](C(C)(C)OC)C1=NC=C(C(=C1)I)F)=O |r| rac-(1-(5-fluoro-4-iodopyridin-2-yl)-2-methoxy-2-methylpropyl)carbamic acid tert-butyl ester